NC=1C(=NC(=CC1C1=C(C(=CC=C1C)OC)C)C1=CC(=CC(=C1)F)F)C(=O)N 3-amino-6-(3,5-difluorophenyl)-4-(3-methoxy-2,6-dimethyl-phenyl)pyridine-2-carboxamide